ClC=1C=C(C=C(C1C)CN1CCC(CC1)N1CCOCC1)NC(OC1=CC=CC=C1)=O phenyl (3-chloro-4-methyl-5-((4-morpholinopiperidin-1-yl) methyl)phenyl)carbamate